F[C@H]1[C@@H]2CCC[C@H](C[C@H]1OC1=CC=C(N=N1)C1=C(C=C(C=C1)N1N=CC(=N1)C)O)N2 2-(6-(((1S,2S,3R,5R)-2-fluoro-9-azabicyclo[3.3.1]nonan-3-yl)oxy)pyridazin-3-yl)-5-(4-methyl-2H-1,2,3-triazol-2-yl)phenol